dimethyldocosyl-[3-(trimethoxysilyl)propyl]ammonium chloride [Cl-].C[N+](CCC[Si](OC)(OC)OC)(CCCCCCCCCCCCCCCCCCCCCC)C